CC1(COC2=CC(=CC=C2C1NC(O[C@@H]1CN2CCC1CC2)=O)C=2C=C1CCCOC1=CC2)C (S)-quinuclidin-3-yl (3',3'-dimethyl-[6,7'-bichroman]-4'-yl)carbamate